2-(2-Nitro-5-(trifluoromethyl)phenyl)pyridazin-3(2H)-one [N+](=O)([O-])C1=C(C=C(C=C1)C(F)(F)F)N1N=CC=CC1=O